(3R,4R)-4-((4-(3-(((3R,5S)-3,5-dimethylmorpholino)methyl)-8-fluoro-4-isopropylquinolin-6-yl)-5-fluoropyrimidin-2-yl)amino)tetrahydro-2H-pyran-3-ol C[C@@H]1COC[C@@H](N1CC=1C=NC2=C(C=C(C=C2C1C(C)C)C1=NC(=NC=C1F)N[C@H]1[C@H](COCC1)O)F)C